O=C1NC(CCC1N1C(C2=CC=C(C=C2C1=O)N([C@@H]1C2C=CC([C@@H]1NC)C2)C)=O)=O 2-(2,6-dioxopiperidin-3-yl)-5-(methyl((2R,3S)-3-(methylamino)bicyclo[2.2.1]hept-5-en-2-yl)amino)isoindoline-1,3-dione